C(C)(C)(C)OC1=C(C(=O)[O-])C=CC=C1 tertiary butyloxybenzoate